P(=O)(O[C@H]1O[C@@]([C@@H]([C@@H]1O)O)(C#N)C1=CC=C2C(=NC=NN21)N)(OC)OC[C@@H](CCCCCCCCCCCCCCCCCCC)OCC2=CC(=CC(=C2)F)C#N ((2R,3S,4R,5R)-5-(4-Aminopyrrolo[2,1-f][1,2,4]triazin-7-yl)-5-cyano-3,4-dihydroxytetrahydrofuran-2-yl) methyl ((R)-2-((3-cyano-5-fluorobenzyl) oxy) heneicosanyl) phosphate